OC1=C(C=CC(=C1)OC(C(=O)OCCCCCCCC)C)C1=NC(=NC(=N1)C1=C(C=C(C=C1)OC(C(OCCCCCCCC)=O)C)O)C1=C(C=C(OC(C(=O)OCCCCCC(C)C)C)C=C1)O isooctyl 2-[4-[4,6-bis[2-hydroxy-4-(1-methyl-2-octoxy-2-oxo-eth-oxy)phenyl]-1,3,5-triazin-2-yl]-3-hydroxy-phenoxy]propanoate